2-(cyclobutylmethyl)-N-(3-(methylsulfonyl)phenyl)-2H-indazole-3-carboxamide C1(CCC1)CN1N=C2C=CC=CC2=C1C(=O)NC1=CC(=CC=C1)S(=O)(=O)C